5-(3-chloroimidazo[1,2-b]pyridazin-6-yl)-N-methyl-7H-pyrrolo[2,3-d]pyrimidin-2-amine ClC1=CN=C2N1N=C(C=C2)C2=CNC=1N=C(N=CC12)NC